Rel-N-((1S,3S)-3-hydroxy-2,3-dihydro-1H-inden-1-yl)-4-(5-methyl-7H-pyrrolo[2,3-d]pyrimidin-4-yl)-3,4-dihydro-2H-1,4-thiazine-6-carboxamide O[C@H]1C[C@@H](C2=CC=CC=C12)NC(=O)C1=CN(CCS1)C=1C2=C(N=CN1)NC=C2C |o1:1,3|